(3-((2H-pyrazolo[4,3-b]-pyridin-2-yl)methyl)bicyclo-[1.1.1]pentan-1-yl)(5-(3,5-difluorophenyl)-4,5-dihydro-1H-pyrazol-1-yl)methanone N=1N(C=C2N=CC=CC21)CC21CC(C2)(C1)C(=O)N1N=CCC1C1=CC(=CC(=C1)F)F